Br[Au](Br)(Br)Br tetrabromo-gold